FC=1C=CC=C2C(=CNC12)C1N(CC2=CC=CC=C12)C(=O)N (7-fluoro-1H-indol-3-yl)isoindoline-2-carboxamide